CCCCCCCCC/C=C\CCCCCCCC(=O)O[C@H](COC(=O)CCCC/C=C\C/C=C\C/C=C\CCCCC)COP(=O)(O)OC[C@@H](C(=O)O)N 1-(6Z,9Z,12Z-octadecatrienoyl)-2-(9Z-nonadecenoyl)-glycero-3-phosphoserine